The molecule is a polyketide macrolactam containing a tetramic acid (pyrrolidine-2,4-dione) ring system. It is isolated from Streptomyces as an antibiotic with antiprotozoal and cytotoxic activities. It has a role as an antimicrobial agent, an antiprotozoal drug, an antineoplastic agent, an apoptosis inducer and a bacterial metabolite. It is a lactam, an azamacrocycle, an enone, a polyketide and an organic heteropentacyclic compound. CC[C@@H]1[C@@H](C[C@H]2[C@H]1C=C[C@H]3[C@@H]2C[C@@H]/4[C@@H]3C/C=C\\C(=O)NCCC[C@H]5C(=O)/C(=C(\\C=C4)/O)/C(=O)N5)C